[Si](C)(C)(C(C)(C)C)O[C@@H]([C@H](CC=1SC=2C(N1)=C(C=CC2)C(=O)O)OC2CCCC2)C2=CC(=C(C(=C2)OC)C)OC ((2S,3R)-3-((tert-butyldimethylsilyl)oxy)-2-(cyclopentyloxy)-3-(3,5-dimethoxy-4-methylphenyl)propyl)benzo[d]thiazole-4-carboxylic acid